O1CCCC2=C(C=CC=C12)C(=O)N1[C@H](C=2C(CC1)=C(N(N2)C)C2=CC(=C(C(=C2)F)F)F)C chroman-5-yl-[(7S)-2,7-dimethyl-3-(3,4,5-trifluorophenyl)-5,7-dihydro-4H-pyrazolo[3,4-c]pyridin-6-yl]methanone